(3S,4S)-3-fluorotetrahydro-2H-pyran-4-amine hydrochloride Cl.F[C@@H]1COCC[C@@H]1N